FC1=C(C=C(C(=C1)N)F)C1=CC(=C(N)C=C1)F 2,3',5-trifluoroBenzidine